FC1(CC(C1)OC=1C2=C(C(=NC1)C(F)(F)F)C1(OCCO1)CC2=O)F 4-(3,3-difluorocyclobutoxy)-1-(trifluoromethyl)spiro[cyclopenta[c]pyridine-7,2'-[1,3]dioxolan]-5(6H)-one